1-ethyl-1-methyl-3-butyl-pyrrolium chloride [Cl-].C(C)[N+]1(C=C(C=C1)CCCC)C